BrC=1C=CC(=C(C1)NC(=O)NC1=CC(=CC(=C1)OC)Cl)CO 1-(5-bromo-2-hydroxymethylphenyl)-3-(3-chloro-5-methoxyphenyl)urea